C(N)(=O)N1OC=CC=C1 2-Carbamoyl-oxazine